O=C1NC(N2[C@H]1CN(CC2)CC2=C([C@@H](N=C(N2)C=2SC=CN2)C2=C(C=C(C=C2)F)Cl)C(=O)OC)=O Methyl (4R)-6-[[(8aS)-1,3-dioxo-5,6,8,8a-tetrahydroimidazo[1,5-a]pyrazin-7-yl]methyl]-4-(2-chloro-4-fluoro-phenyl)-2-thiazol-2-yl-1,4-dihydropyrimidine-5-carboxylate